N-C16-desoxymethylsphinganine CCCCCCCCCCCCCCC[C@H](CNC(=O)CCCCCCCCCCCCCCC)O